(2e)-2-methyl-2-butenedioic acid C/C(/C(=O)O)=C\C(=O)O